C1(=CC=CC=C1)N1C(CCCC1(C)C)(C)C 1-phenyl-2,2,6,6-tetramethylpiperidine